NC=1C2=C(N=CN1)N(C(=C2C2=CC=C(C=C2)F)C=2COC1(CC2)CCN(CC1)C(=O)OC(C)(C)C)C tert-butyl 3-(4-amino-5-(4-fluorophenyl)-7-methyl-7H-pyrrolo[2,3-d]pyrimidin-6-yl)-1-oxa-9-azaspiro[5.5]undec-3-ene-9-carboxylate